C(=O)O.FC=1C=C(C=C(C1C=1N=C2N(C=CC(=N2)C2CC(NC(C2)(C)C)(C)C)C1)O)C1=CC(N(C=C1)C)=O 4-(3-fluoro-5-hydroxy-4-(7-(2,2,6,6-tetramethylpiperidin-4-yl)imidazo[1,2-a]pyrimidin-2-yl)phenyl)-1-methylpyridin-2(1H)-one formate